1-(morpholin-4-yl)-2-[(3S)-1,2,3,4-tetrahydroisoquinolin-3-yl]ethanone hydrochloride Cl.N1(CCOCC1)C(C[C@H]1NCC2=CC=CC=C2C1)=O